[Na].[Na].[Na].[Na].C(=O)(C(=C)C)C=CC1=CC=CC=C1 methacryl-styrene tetrasodium